[Na+].FC1=CC=C(C=C1)C1=C(N(C=C1)S(N)(=O)=O)C(=O)[O-] 3-(4-Fluorophenyl)-1-sulfamoyl-pyrrole-2-carboxylic acid, sodium salt